5-chloro-N-(2-chloro-3-ethynyl-4-fluorophenyl)-2-methoxypyridine-3-sulfonamide ClC=1C=C(C(=NC1)OC)S(=O)(=O)NC1=C(C(=C(C=C1)F)C#C)Cl